4-(3-cyclopentyl-4-methyl-5-oxo-4,5-dihydro-1H-1,2,4-triazol-1-yl)-N-(2,6-difluorophenyl)-5-fluoro-2-{[(2S)-1,1,1-trifluoropropan-2-yl]oxy}benzamide C1(CCCC1)C1=NN(C(N1C)=O)C1=CC(=C(C(=O)NC2=C(C=CC=C2F)F)C=C1F)O[C@H](C(F)(F)F)C